N=1N=CN2C1C=CC(=C2)C2=CSC=1C2=NC(=CC1)C=1C=NN(C1)C 3-([1,2,4]triazolo[4,3-a]pyridin-6-yl)-5-(1-methyl-1H-pyrazol-4-yl)thieno[3,2-b]pyridine